N1(CCCCCC1)NC(=O)NS(=O)(=O)C=1C=NN2C1OCCC2 N-(azepan-1-ylcarbamoyl)-6,7-dihydro-5H-pyrazolo[5,1-b][1,3]oxazine-3-sulfonamide